CC1=NC=CC(=C1)N1CC2(CN(C2)CC[C@H]2OC(C3(C2)CCCCC3)=O)C1 (S)-3-(2-(6-(2-Methylpyridin-4-yl)-2,6-diazaspiro[3.3]heptan-2-yl)ethyl)-2-oxaspiro[4.5]decan-1-on